NC1=NC(=C(C=2N1N=C(N2)CC2=C(C=CC=C2F)F)C2=CC(=NC(=C2)C)C#N)C=2OC=CN2 4-(5-amino-2-(2,6-difluorobenzyl)-7-(oxazol-2-yl)-[1,2,4]triazolo[1,5-c]pyrimidin-8-yl)-6-methylpyridinecarbonitrile